3-chloro-6-methoxybenzo[b]thiophene ClC=1C2=C(SC1)C=C(C=C2)OC